2-(6-azaspiro[2.5]oct-6-yl)-6-((2-hydroxy-1,1-dimethylethyl)amino)-N-(6-(2-oxo-1-pyrrolidinyl)-2-pyridinyl)-3-pyridinecarboxamide C1CC12CCN(CC2)C2=NC(=CC=C2C(=O)NC2=NC(=CC=C2)N2C(CCC2)=O)NC(CO)(C)C